C(C)(C)(C)OC(=O)N=C(NC1=CC=C(C(=O)OC2=CC=C(COC(=O)N([C@H](C(=O)O)CC(=O)OC(C)(C)C)CC3=CC(=CC=C3)C(=O)OC(C)(C)C)C=C2)C=C1)NC(=O)OC(C)(C)C (S)-2-((((4-((4-(2,3-bis(tert-butoxycarbonyl)guanidino)benzoyl)oxy)benzyl)oxy)carbonyl)(3-(tert-butoxycarbonyl)benzyl)amino)-4-(tert-butoxy)-4-oxobutanoic acid